ClC1=NC(=NC2=CC=CC=C12)C=1C=C(OCC(=O)NC(C)C)C=CC1 2-[3-(4-chloroquinazolin-2-yl)phenoxy]-N-isopropylacetamide